C(C)(C)(C)C=1C(=C(C=C(C1)CCC(=O)O)C)O (5-tert-butyl-4-hydroxy-3-methylphenyl)monopropionic acid